N-(2-(8-methoxynaphthalen-1-yl)ethyl)-N-methylcyclopropylamine COC=1C=CC=C2C=CC=C(C12)CCN(C)C1CC1